(7aR,11aR)-9-benzyl-3,3-dimethyl-6,7,7a,8,10,11-hexahydro-2H-oxazolo[2,3-j][1,6]naphthyridin-5-one C(C1=CC=CC=C1)N1C[C@H]2CCC(N3[C@]2(CC1)OCC3(C)C)=O